silver (I) pyrimidinyl-oxadiazolone N1=C(N=CC=C1)C1C(N=NO1)=O.[Ag+]